4-bromo-5-(4-fluoro-2,6-dimethylphenoxy)-1-(2-hydroxy-2-methylpropyl)pyridin-2(1H)-one BrC1=CC(N(C=C1OC1=C(C=C(C=C1C)F)C)CC(C)(C)O)=O